COP(OC)OC.P(OC)(OC)OC trimethyl phosphite TRIMETHYL-PHOSPHITE